2-(1,3-dihydro-2-benzofuran-5-yl)-4,4,5,5-tetramethyl-1,3,2-dioxaborolane C1OCC2=C1C=CC(=C2)B2OC(C(O2)(C)C)(C)C